6-N-{6,6-difluorospiro[3.3]heptan-2-yl}-3-N-(1H-indol-6-ylmethyl)pyrido[2,3-b]pyrazine-3,6-diamine FC1(CC2(CC(C2)NC=2C=CC=3C(=NC(=CN3)NCC3=CC=C4C=CNC4=C3)N2)C1)F